C[C@H]1C(C(N(C1)C1=CC2=C(N=CN=C2NC2=CC(=C(C=C2)OC2=CC=3N(C=C2)N=CN3)C)C=N1)=O)=C (4S)-4-methyl-1-{4-[(3-methyl-4-{[1,2,4]triazolo[1,5-a]pyridin-7-yloxy}phenyl)amino]pyrido[3,4-d]pyrimidin-6-yl}-3-methylidenepyrrolidin-2-one